4-methoxy-(1,1'-biphenyl)-3-amine COC1=C(C=C(C=C1)C1=CC=CC=C1)N